N-[[4-[5-(difluoromethyl)-1,3,4-oxadiazol-2-yl]-2-fluoro-phenyl]methyl]-6-(1-imino-1-oxo-thietan-3-yl)-N-phenyl-2,6-diazaspiro[3.3]heptane-2-carboxamide FC(C1=NN=C(O1)C1=CC(=C(C=C1)CN(C(=O)N1CC2(C1)CN(C2)C2CS(C2)(=O)=N)C2=CC=CC=C2)F)F